C1(=CC=CC=C1)CC(C)NC1=CC2=C(OCO2)C=C1 N-(1-Phenylpropan-2-yl)-1,3-benzodioxol-5-amine